C1(=CC=CC=C1)NS(=O)(=O)C1=CC=CC2=CC=CC=C12 N-phenyl-naphthalenesulfonamide